FC=1C=C2C=C(NC2=C(C1)F)C(=O)N[C@H](C(N[C@H](C=C=O)C[C@H]1C(NCC1)=C=O)=C=O)CC1=CC=CC=C1 5,7-Difluoro-N-{(S)-1-carbonyl-1-{{(S)-1-carbonyl-3-[(S)-2-carbonylpyrrolidin-3-yl]propan-2-yl}amino}-3-phenylpropan-2-yl}-1H-indole-2-carboxamide